hexene-1,6-diol C(=CCCCCO)O